COC=1C=C(C=CC1)C(CC)N1C=NC2=CC=C(C=C2C1=O)C=1C=NNC1 3-[1-(3-Methoxyphenyl)propyl]-6-(1H-pyrazol-4-yl)quinazolin-4-one